1-((2,4-dichloropyrimidin-5-yl)methyl)pyrrolidin-2-one ClC1=NC=C(C(=N1)Cl)CN1C(CCC1)=O